C(C)(=O)OC[C@@]1(OC([C@@H]([C@@H]1OCC1=CC=CC=C1)OC(C)=O)OC(C)=O)COCC1=CC=CC=C1 [(2S,3S,4R)-4,5-diacetoxy-3-benzyloxy-2-(benzyloxy-methyl)tetrahydrofuran-2-yl]methyl acetate